COC1=C(C=C2C(=NC=NC2=C1)NCC1=CC(=CC=C1)C)OC1CCN(CC1)C(C=C)=O 1-(4-((7-methoxy-4-((3-methylbenzyl)amino)quinazolin-6-yl)oxy)piperidin-1-yl)prop-2-en-1-one